((1r,4R)-4-hydroxy-4-(trifluoromethyl)cyclohexyl)-8-azabicyclo[3.2.1]octane-3-carboxamide OC1(CCC(CC1)C12CC(CC(CC1)N2)C(=O)N)C(F)(F)F